CC1=CC=NN1C1=CC=C(C=C1)C(F)(F)F 5-methyl-1-[4-(trifluoromethyl)phenyl]pyrazol